FC=1C(=NC(=CC1)Br)Br 3-fluoro-2,6-dibromopyridine